N[C@@H]1[C@H]2CN([C@@H](C1)C2)C2=NC(=NC=1NC3=C(C=C(C=C3C12)F)NC)OC=1C=NC=2N(C1)N=CC2C |&1:1| 4-((1R,4R,SR)-5-amino-2-azabicyclo[2.2.1]heptan-2-yl)-6-fluoro-N-methyl-2-(3-methylpyrazolo[1,5-a]pyrimidin-6-yloxy)-9H-pyrimido[4,5-b]indol-8-amine